2,3-dimethylheptanoic acid CC(C(=O)O)C(CCCC)C